tert-butyl N-[(3S)-1-[2-chloro-5-[1-(2,2,6,6-tetramethyltetrahydropyran-4-yl)pyrazol-4-yl]-4-pyridyl]-3-piperidyl]carbamate ClC1=NC=C(C(=C1)N1C[C@H](CCC1)NC(OC(C)(C)C)=O)C=1C=NN(C1)C1CC(OC(C1)(C)C)(C)C